Sodium Fluorid [F-].[Na+]